3-(2-Nitrophenyl)-3-carbonylpropionitrile [N+](=O)([O-])C1=C(C=CC=C1)C(CC#N)=C=O